2-Aminomuconate N/C(/C(=O)[O-])=C\C=C\C(=O)[O-]